[CH-]1CC=C2C=CC=CC=C12.[Li+] Lithium Dihydroazulenide